C1(C=CC=C1)[Ti](C1=C(C(=CC=C1F)N(CC(CC(C)C)C)C(C(CC)(C)C)=O)F)(C1=C(C(=CC=C1F)N(CC(CC(C)C)C)C(C(CC)(C)C)=O)F)C1C=CC=C1 bis(cyclopentadienyl)bis[2,6-difluoro-3-(N-(2,4-dimethylpentyl)-2,2-dimethylbutyrylamino)phenyl]titanium